(S)-1'-(8-((2-amino-3-chloropyridin-4-yl)thio)imidazo[1,5-c]pyrimidin-5-yl)-2-chloro-4,6-dihydrospiro[cyclopenta[d]thiazol-5,4'-piperidin]-4-amine NC1=NC=CC(=C1Cl)SC=1C=2N(C(=NC1)N1CCC3(CC1)CC1=C(N=C(S1)Cl)[C@H]3N)C=NC2